FC(OC1=CC=C(C=C1)N1N=C(C(C1=O)C(=O)OC1=CC=C(C=C1)[N+](=O)[O-])C)F 4-nitrophenyl 1-(4-(difluoromethoxy) phenyl)-3-methyl-5-oxo-4,5-dihydro-1H-pyrazole-4-carboxylate